FC1=CC=C(C=C1)N1N=CC(=C1)NC1=CC=CC=C1 (1-(4-fluorophenyl)-1H-pyrazol-4-yl)aniline